NC1(CCCCC1)C(=O)OCC ethyl trans-aminocyclohexyl-carboxylate